C(C)(C)N1CCC(CC1)OC1=C2C(=NC(=N1)C1=CC=C(O1)C=O)N(N=C2C)C2OCCCC2 5-(4-((1-isopropylpiperidin-4-yl)oxy)-3-methyl-1-(tetrahydro-2H-pyran-2-yl)-1H-pyrazolo[3,4-d]pyrimidin-6-yl)furan-2-carbaldehyde